N1C=C(C2=CC=CC=C12)CC(CCCC)NC(=O)C1=CC2=C(S1)C=C(C=C2)N2CCN(CC2)C2=CC=CC=C2 N-(1-(1H-indol-3-yl)hexane-2-yl)-6-(4-phenylpiperazine-1-yl)benzo[b]thiophene-2-carboxamide